C(C)(C)C1=C(C=C2C=NN(C2=C1)C)OC=1C(=NC(=NC1)N)N 5-(6-Isopropyl-1-methyl-1H-indazol-5-yloxy)-pyrimidine-2,4-diamine